N-(4-((4-acetamidobenzyl)amino)phenyl)decanamide C(C)(=O)NC1=CC=C(CNC2=CC=C(C=C2)NC(CCCCCCCCC)=O)C=C1